N,N-diethyl-N'-[1-(6-fluoro-2,3-dimethyl-quinolin-4-yl)-piperidin-4-ylmethyl]Ethane-1,2-diamine C(C)N(CCNCC1CCN(CC1)C1=C(C(=NC2=CC=C(C=C12)F)C)C)CC